(S)-2-(((3,5-bis(2-(methylsulfonyl)pyrimidin-5-yl)benzoyl)glycylglycyl)oxy)-3-methylbutanoic acid CS(=O)(=O)C1=NC=C(C=N1)C=1C=C(C(=O)NCC(=O)NCC(=O)O[C@H](C(=O)O)C(C)C)C=C(C1)C=1C=NC(=NC1)S(=O)(=O)C